C(C)(C)(C)OC(CBr)=O.C(C)(C)(C)OC(CBr)=O Bromoacetic acid tert-butyl ester Tert-butyl-Bromoacetate